FC1=C(C=CC(=C1)S(=O)(=O)N1CCC(CC1)F)C1=NC2=CC(=CC=C2C(=C1)C)C(=O)O 2-[2-fluoro-4-(4-fluoropiperidine-1-sulfonyl)phenyl]-4-methylquinoline-7-carboxylic acid